4-(2,5-bisoxo-tetrahydrofuran-3-yl)-1,2,3,4-tetrahydronaphthalene-1,2-dicarboxylic acid anhydride O=C1OC(CC1C1CC2C(C3=CC=CC=C13)C(=O)OC2=O)=O